C(O)(=O)F.C=CC Propylene Fluorocarbonate